[4-(2-OXO-ETHYL)-THIAZOL-2-YL]-CARBAMIC ACID TERT-BUTYL ESTER C(C)(C)(C)OC(NC=1SC=C(N1)CC=O)=O